(E)-7-(3-(2-ethoxybenzylidene)-2,5-diketopyrrolidinyl)-N-hydroxyheptylamide C(C)OC1=C(\C=C/2\C(N(C(C2)=O)C(CCCCCC[NH-])O)=O)C=CC=C1